N1C(=CC=2C=NC=CC21)CNC(CN2C(=NC=C(C2=O)NC(C2=CC=C(C=C2)C2=CN=CN2)=O)C2=CC=CC=C2)=O N-(1-(2-(((1H-pyrrolo[3,2-c]pyridin-2-yl)methyl)amino)-2-oxoethyl)-6-oxo-2-phenyl-1,6-dihydropyrimidin-5-yl)-4-(1H-imidazol-5-yl)benzamide